N-(6-Chloropyridazin-4-yl)-2-(7-fluoro-chroman-4-yl)-4-(trifluoromethyl)benzamide ClC1=CC(=CN=N1)NC(C1=C(C=C(C=C1)C(F)(F)F)C1CCOC2=CC(=CC=C12)F)=O